1-Butyl-3-Methylpyrrolidinium fluorid [F-].C(CCC)[NH+]1CC(CC1)C